Cl.NC(CO)(CO)CO Trometamol HCl